C(C)(C)(C)OC1=NC=C(C(=N1)OC(C)(C)C)C=1C=C2C(=NN1)N(N=C2O[C@@H](C(F)F)C2=CC(=NC=C2)C(=O)OC)C methyl 4-[(1R)-1-[5-(2,4-ditert-butoxypyrimidin-5-yl)-1-methyl-pyrazolo[3,4-c]pyridazin-3-yl]oxy-2,2-difluoro-ethyl]pyridine-2-carboxylate